(2,3-Dihydrobenzofuran-7-yl)acetaldehyde O1CCC2=C1C(=CC=C2)CC=O